5-methyl-2-((4,6-dimethoxypyrimidin-2-yl)seleno)benzoic acid CC=1C=CC(=C(C(=O)O)C1)[Se]C1=NC(=CC(=N1)OC)OC